COC(/C=C(/C(=O)OC(N(C)C)=O)\C)=O methyl-(2E)-but-2-ene-1,4-dioic acid (N,N-dimethylcarbamoyl) methyl ester